(R)-3-((1-methyl-pyrrolidin-2-yl)methyl)-1H-indol-4-ol CN1[C@H](CCC1)CC1=CNC=2C=CC=C(C12)O